[N+](=O)([O-])C1=CC=C(C=C1)S(=O)(=O)N1CCNCC1 1-((4-nitrophenyl)sulfonyl)piperazine